CC1=C(C(=C(C=C1)N1CN(C=C1)C1=C(C(=C(C=C1)C)C)C)C)C 1,3-bis(trimethylphenyl)imidazole